Nδ-Boc-ornithine methyl ester COC([C@@H](N)CCCNC(=O)OC(C)(C)C)=O